C(C)(C)(C)OC(=O)N[C@@H](COCCCC(=O)OCC)C=1N(C=C(N1)C=1C(=NC2=CC=CC=C2C1)OC)COCC[Si](C)(C)C ethyl (R)-4-(2-((tert-butoxycarbonyl)amino)-2-(4-(2-methoxyquinolin-3-yl)-1-((2-(trimethylsilyl)ethoxy)methyl)-1H-imidazol-2-yl)ethoxy)butanoate